C(C)C1=CC=C(C=C1)NC(=O)NC1=CC=C(C=C1)C=1N=NN(C1)C1=CC=C(C=C1)OCCN1CCOCC1 1-(4-ethylphenyl)-3-(4-(1-(4-(2-morpholinoethoxy)phenyl)-1H-1,2,3-triazol-4-yl)phenyl)-urea